C/C=C(\\C)/C(=O)O[C@@H]1CC[C@]2(CO2)[C@]3([C@H]1[C@@]([C@@H](C[C@@H]3OC(=O)C)C)(C)C[C@@H](C4=CC(=O)OC4)OC(=O)C)COC(=O)C The molecule is a diterpene lactone isolated from the whole plants of Ajuga ciliata. It has a role as a plant metabolite. It is an acetate ester, a butenolide, a diterpene lactone, an enoate ester and a spiro-epoxide.